C1(=CC=CC=C1)COC1=C(C=C(C=C1)O)OCCC1=CC=CC=C1 4-(phenylmethoxy)-3-phenylethoxyphenol